N-[(1R)-1-(4-methoxyphenyl)ethyl]-N-(2-phenylsulfanylethyl)formamide COC1=CC=C(C=C1)[C@@H](C)N(C=O)CCSC1=CC=CC=C1